SC=1SC(=NN1)SCCCCC 2-mercapto-5-n-pentylthio-1,3,4-thiadiazole